C(C)(C)(C)OC(=O)N1C=CC2=C(C(=CC(=C12)C)OC)CN1[C@@H](CC(CC1)(O)C1CC1)C1=CC=C(C=C1)C(=O)OC 4-{[(2S)-4-cyclopropyl-4-hydroxy-2-(4-(methoxycarbonyl)phenyl)piperidin-1-yl]methyl}-5-methyl-Oxy-7-methyl-1H-indole-1-carboxylic acid tert-butyl ester